ethylene dimethyl terephthalate C(C1=CC=C(C(=O)OC)C=C1)(=O)OC.C=C